C(C)OCCCCO 2-(2-ethoxyethyl)ethanol